NC1C(CCC2=CC=CC=C12)N1C=C(C=C1)C(=O)OC methyl 1-(4-aminotetralin-3-yl)-1H-pyrrole-3-carboxylate